(E)-2-(carboxymethyloxy)-4-methoxy-6-styrylbenzoic acid C(=O)(O)COC1=C(C(=O)O)C(=CC(=C1)OC)\C=C\C1=CC=CC=C1